2-methyl-2-propanyl [5-(5-{(3R)-7-[5-chloro-2-(1H-tetrazol-1-yl)phenyl]-5-oxo-1,2,3,5-tetrahydro-3-indolizinyl}-4-fluoro-1H-imidazol-2-yl)-6-fluoro-2-pyridinyl]carbamate ClC=1C=CC(=C(C1)C1=CC(N2[C@H](CCC2=C1)C1=C(N=C(N1)C=1C=CC(=NC1F)NC(OC(C)(C)C)=O)F)=O)N1N=NN=C1